ethyl-methyl-propylpyrazine C(C)C=1N=C(C(=NC1)CCC)C